C(C1=CC=CC=C1)OC(=O)N1CC(CCC1)(C(=O)O)C=1N=C(SC1)Cl 1-((benzyloxy)carbonyl)-3-(2-chlorothiazol-4-yl)piperidine-3-carboxylic acid